3-(tert-butyl)-N-(4-(6-(2-isopropylmorpholino)pyrrolo[2,1-f][1,2,4]triazin-4-yl)-2-methylbenzyl)-1,2,4-oxadiazole-5-carboxamide C(C)(C)(C)C1=NOC(=N1)C(=O)NCC1=C(C=C(C=C1)C1=NC=NN2C1=CC(=C2)N2CC(OCC2)C(C)C)C